N-[(thiophen-2-yl)methyl]hydroxylamine S1C(=CC=C1)CNO